ClC=1C(=C(C=CC1)C(C)=O)F 1-(3-Chloro-2-fluoro-phenyl)eth-anone